N-butyl-dimethylamine C(CCC)N(C)C